N'-methyl-succinamide CNC(CCC(=O)N)=O